N,N,N-trimethyl-ammonium triflate [O-]S(=O)(=O)C(F)(F)F.C[NH+](C)C